(3Z)-17,17-dinonyl-3-heptadecen-1-ol C(CCCCCCCC)C(CCCCCCCCCCCC\C=C/CCO)CCCCCCCCC